tert-butyl (2S,6S)-4-(2-{2-[(acetyloxy)methyl]-8-fluoroimidazo[1,2-a]pyridin-6-yl}quinazolin-6-yl)-2,6-dimethylpiperazine-1-carboxylate C(C)(=O)OCC=1N=C2N(C=C(C=C2F)C2=NC3=CC=C(C=C3C=N2)N2C[C@@H](N([C@H](C2)C)C(=O)OC(C)(C)C)C)C1